N-methoxy-4-((6-methoxy-2-(N-methyl-methanesulfonamido)pyridin-3-yl)amino)-6-((2-methoxypyridin-3-yl)amino)nicotinamide CONC(C1=CN=C(C=C1NC=1C(=NC(=CC1)OC)N(S(=O)(=O)C)C)NC=1C(=NC=CC1)OC)=O